ClC1=CC=C2N=CC(NC2=C1)=O 7-chloroquinoxalin-2(1H)-on